2-(7-(3,5-difluorophenyl)-2-(ethylsulfanyl)pyrazolo[1,5-a]pyrimidin-3-yl)-3-methyl-6-(trifluoromethyl)-3H-imidazo[4,5-b]pyridine FC=1C=C(C=C(C1)F)C1=CC=NC=2N1N=C(C2C2=NC=1C(=NC=C(C1)C(F)(F)F)N2C)SCC